3-(2-phenylcyclopropanyl)-2-(1H-pyrrol-1-yl)benzoic acid C1(=CC=CC=C1)C1C(C1)C=1C(=C(C(=O)O)C=CC1)N1C=CC=C1